(1S)-2-[4,6-bis(trifluoromethyl)pyrimidin-2-yl]-6-chloro-1-(cyclopropylmethyl)-2,3,4,9-tetrahydro-1H-pyrido[3,4-b]indole FC(C1=NC(=NC(=C1)C(F)(F)F)N1[C@H](C=2NC3=CC=C(C=C3C2CC1)Cl)CC1CC1)(F)F